1-hydroxy-3H-2,1-benzoxaborole-amine hydrochloride Cl.OB1OC(C2=C1C=CC=C2)N